cobalt-iron-copper [Cu].[Fe].[Co]